1-ethyl-3-methyl-1H-pyrazole-5-carbonyl isothiocyanate C(C)N1N=C(C=C1C(=O)N=C=S)C